N,N'-(decane-1,10-diyldipyridin-1-yl-4-ylidene)-dioctan-1-amine dihydrochloride Cl.Cl.C(CCCCCCCCCN1C=CC(C=C1)=NCCCCCCCC)N1C=CC(C=C1)=NCCCCCCCC